Salicyl-isophthalate C(C=1C(O)=CC=CC1)OC(C1=CC(C(=O)[O-])=CC=C1)=O